2-((4-bromo-2,6-difluorobenzyl)(7-methoxy-3-nitro-1,8-naphthyridin-4-yl)amino)ethan-1-ol BrC1=CC(=C(CN(CCO)C2=C(C=NC3=NC(=CC=C23)OC)[N+](=O)[O-])C(=C1)F)F